5-(6-Ethoxypyrazin-2-yl)picolinaldehyde C(C)OC1=CN=CC(=N1)C=1C=CC(=NC1)C=O